tert-butyl (2R,5S)-2-((R)-(3-fluorophenyl)-(hydroxy)methyl)-5-(((R)-1-(methylsulfonyl)piperidin-3-yl)methyl)pyrrolidine-1-carboxylate FC=1C=C(C=CC1)[C@H]([C@@H]1N([C@@H](CC1)C[C@@H]1CN(CCC1)S(=O)(=O)C)C(=O)OC(C)(C)C)O